BrC=1C=2N(N=C(C1)Cl)C=C(N2)CN2C(C1=CC=CC=C1C2=O)=O 2-((8-bromo-6-chloroimidazo[1,2-b]pyridazin-2-yl)methyl)isoindoline-1,3-dione